methyl 4-(bromomethyl)-2-nitro-benzoate BrCC1=CC(=C(C(=O)OC)C=C1)[N+](=O)[O-]